2-chloro-4-(trifluoromethyl)phenyl-acetonitrile ClC1=C(C=CC(=C1)C(F)(F)F)CC#N